5-chloro-2-methoxy-4-(9-methyl-3,9-diazaspiro[5.5]undecan-3-yl)aniline ClC=1C(=CC(=C(N)C1)OC)N1CCC2(CC1)CCN(CC2)C